(2S)-2-amino-3,3-dicyclopropyl-N-[6-fluoro-5-[5-(fluoromethoxy)-2-methyl-3-pyridyl]-2-pyridyl]propanamide N[C@H](C(=O)NC1=NC(=C(C=C1)C=1C(=NC=C(C1)OCF)C)F)C(C1CC1)C1CC1